C(C)(C)(C)OC(=O)N1CCC2(CCC(OC2)C(=O)O)CC1 9-(tert-butoxycarbonyl)-2-oxa-9-azaspiro[5.5]undecane-3-carboxylic acid